N-[(3S)-3-piperidyl]-5-(trifluoromethyl)pyrimidin-2-amine N1C[C@H](CCC1)NC1=NC=C(C=N1)C(F)(F)F